1-(2-furyl)-heptane O1C(=CC=C1)CCCCCCC